FC(C1=CC=CC(=N1)C(=O)N)(F)F 6-(tri-fluoromethyl)-2-pyridinecarboxamide